1-(2-(3-isopropylphenyl)-1H-benzo[d]imidazol-5-yl)-3-(5-methoxy-2,2-dimethyl-2H-chromen-6-yl)urea C(C)(C)C=1C=C(C=CC1)C1=NC2=C(N1)C=CC(=C2)NC(=O)NC=2C(=C1C=CC(OC1=CC2)(C)C)OC